(S)-1,3-bis((benzyloxy)methyl)-4-(3-methoxy-3-oxo-2-(trimethylammonio)propyl)-2-((4-nitrophenyl)selanyl)-1H-imidazol-3-ium tetrafluoroborate iodide [I-].F[B-](F)(F)F.C(C1=CC=CC=C1)OCN1C(=[N+](C(=C1)C[C@@H](C(=O)OC)[N+](C)(C)C)COCC1=CC=CC=C1)[Se]C1=CC=C(C=C1)[N+](=O)[O-]